C(C)(C)NC1=C(C=NC2=CC=C(C=C12)C=1C=NNC1)C(=O)NC1CN(C1)S(=O)(=O)C 4-(isopropylamino)-N-(1-(methylsulfonyl)azetidin-3-yl)-6-(1H-pyrazol-4-yl)quinoline-3-carboxamide